2-(3,4-Dichlorobenzyl)-4-(3,4-dichlorophenyl)-5-methylimidazole ClC=1C=C(CC=2NC(=C(N2)C2=CC(=C(C=C2)Cl)Cl)C)C=CC1Cl